ClC=1C=C(C=C(C1)F)N1C=C(C=2C(C(CCC12)(F)F)O)[S@@](=O)C 3-chloro-5-fluorophenyl-5,5-difluoro-3-((S)-methylsulfinyl)-4,5,6,7-tetrahydro-1H-indol-4-ol